rac-(4R,5R)-3,4-dihydroxy-5-(3-methylbut-2-en-1-yl)-2-(3-methylbutanoyl)cyclopent-2-en-1-one OC1=C(C([C@@H]([C@H]1O)CC=C(C)C)=O)C(CC(C)C)=O |r|